pyran chloride [Cl-].O1CC=CC=C1